CO[C@@H]1O[C@@H](C=C1)OC cis-2,5-dihydro-2,5-dimethoxyfuran